DL-β-hydroxybutyrate sodium salt [Na+].OC(CC(=O)[O-])C